CC(COC(CCC1=CC(=C(C(=C1)C)O)C(C)(C)C)=O)(C)C1OCC2(CO1)COC(OC2)C(COC(CCC2=CC(=C(C(=C2)C)O)C(C)(C)C)=O)(C)C 3,9-bis{1,1-dimethyl-2-[β-(3-tert-butyl-4-hydroxy-5-methyl-phenyl)propionyloxy]ethyl}-2,4,8,10-tetraoxaspiro(5.5)undecane